5-(3-fluoro-5-(2-phenylethynyl)phenoxy)-1H-1,2,3-triazole-4-carboxylic acid FC=1C=C(OC2=C(N=NN2)C(=O)O)C=C(C1)C#CC1=CC=CC=C1